ClCC1=NSC(=N1)NC(=O)C=1OC=C(C1)C1=CC(=CC=C1)C(F)(F)F N-(3-(chloromethyl)-1,2,4-thiadiazol-5-yl)-4-(3-(trifluoromethyl)phenyl)furan-2-carboxamide